FC1(CCC(CC1)NC1COC2(CN(C2)S(=O)(=O)C=2C(=NC=C(C2)C)OC)C1)F N-(4,4-Difluorocyclohexyl)-2-((2-methoxy-5-methylpyridin-3-yl)sulfonyl)-5-oxa-2-azaspiro[3.4]octan-7-amine